C(N)(OC1=CC(=C(C=C1)F)NC=1N=C(N=NC1Cl)NC=1C=NN(C1)C)=O (3-((6-chloro-3-((1-methyl-1H-pyrazol-4-yl) amino)-1,2,4-triazin-5-yl) amino)-4-fluorophenyl) carbamate